4,4'-(9-fluorenylidene)-diphenol C1=CC=CC=2C3=CC=CC=C3C(C12)(C1=CC=C(C=C1)O)C1=CC=C(C=C1)O